benzyl (E)-4-(4-(2-cyano-3-(pyridin-3-yl)guanidino)butyl)piperidine-1-carboxylate C(#N)/N=C(\NCCCCC1CCN(CC1)C(=O)OCC1=CC=CC=C1)/NC=1C=NC=CC1